CC1=CC(C=C1)C 2,5-dimethyl-cyclopentadiene